N-(3-Chloro-4-fluorophenyl)-N1-(3,5-dimethylphenyl)-6-morpholin-4-yl-[1,3,5]triazine-2,4-diamine ClC=1C=C(C=CC1F)NC1N(C(=NC(=N1)N)N1CCOCC1)C1=CC(=CC(=C1)C)C